C(C)(C)(C)OC(=O)N1C(CNC(C1)C)CC 2-ethyl-5-methylpiperazine-1-carboxylic acid tert-butyl ester